(S)-9-chloro-4-(4-(3-methylpiperazin-1-yl)phenyl)-10H-chromeno[3,2-b]pyridin-10-one ClC=1C=2C(C3=NC=CC(=C3OC2C=CC1)C1=CC=C(C=C1)N1C[C@@H](NCC1)C)=O